CC1=CN=CC(=N1)C(C#N)=CC1=CC=C(C=C1)OC1=NC=CC(=N1)C 2-(6-methylpyrazin-2-yl)-3-(4-((4-methylpyrimidin-2-yl)oxy)phenyl)acrylonitrile